C(C)(C)(C)OC(=O)N1C([C@@H]2C[C@@H]2C1)=O.C(#C)C1=CC(=NC=C1)C1=C(N)C=CC=C1 2-(4-ethynyl-pyridyl)aniline tert-butyl-(1R,5S)-2-oxo-3-azabicyclo[3.1.0]hexane-3-carboxylate